(2,4-di-t-butylphenyl)[1,1-biphenyl] C(C)(C)(C)C1=C(C=CC(=C1)C(C)(C)C)C1=C(C=CC=C1)C1=CC=CC=C1